mesityl-(p-tolyl)Iodonium triflate [O-]S(=O)(=O)C(F)(F)F.C1(=C(C(=CC(=C1)C)C)[I+]C1=CC=C(C=C1)C)C